2-(2,6-dioxo-3-piperidyl)-4-[4-[[4-(4-piperidylmethyl)-1-piperidyl]methyl]-1-piperidyl]isoindoline-1,3-dione O=C1NC(CCC1N1C(C2=CC=CC(=C2C1=O)N1CCC(CC1)CN1CCC(CC1)CC1CCNCC1)=O)=O